NC1CCN(CC1)C1=C(C=C(C=C1)C1=CC=2C=3N(C=NC2C=C1)N(C(C3C3CCOCC3)=O)C)C(F)(F)F 9-(4-(4-aminopiperidin-1-yl)-3-(trifluoromethyl)phenyl)-3-methyl-1-(tetrahydro-2H-pyran-4-yl)pyrazolo[1,5-c]quinazolin-2(3H)-one